9,9'-(3',5'-di(9H-carbazol-9-yl)-[3,4'-bipyridine]-2',6'-diyl)bis(3,6-diphenyl-9H-carbazole) C1=CC=CC=2C3=CC=CC=C3N(C12)C=1C(=NC(=C(C1C=1C=NC=CC1)N1C2=CC=CC=C2C=2C=CC=CC12)N1C2=CC=C(C=C2C=2C=C(C=CC12)C1=CC=CC=C1)C1=CC=CC=C1)N1C2=CC=C(C=C2C=2C=C(C=CC12)C1=CC=CC=C1)C1=CC=CC=C1